CN(CCNC(C1=CN=C(C=C1)[18F])=O)C N-(2-(Dimethylamino)Ethyl)-6-[18F]Fluoronicotinamide